C(C1=CC=CC=C1)OC(=O)N1C(CCC1)C=CC1=C(C(=CC=C1)F)F 2-(2,3-Difluorostyryl)pyrrolidine-1-carboxylic acid benzyl ester